C(#N)C1=CC(=C(C=C1)CS(=O)(=O)NC1=C(C(=C(OC2=NC=CC=C2C2=NC(=NC=C2)N[C@@H]2CN(C[C@H](C2)F)C(=O)OC(C)(C)C)C=C1F)F)F)F tert-butyl (3S,5S)-3-[[4-[2-[4-[(4-cyano-2-fluoro-phenyl)methylsulfonylamino]-2,3,5-trifluoro-phenoxy]-3-pyridyl]pyrimidin-2-yl]amino]-5-fluoro-piperidine-1-carboxylate